[C@@H]1(N(C[C@@H]2[C@@H]3CC[C@H]([C@H]12)O3)C(=O)OC(C)(C)C)C(=O)OC |o1:0,3,4,7,8| 2-(tert-butyl) 1-methyl (1S*,3aR*,4S*,7R*,7aS*)-octahydro-2H-4,7-epoxyisoindole-1,2-dicarboxylate